R-(6-hydroxy-2,5,7,8-tetramethylchroman-2-yl)(piperazin-1-yl)methanone OC=1C(=C2CC[C@](OC2=C(C1C)C)(C)C(=O)N1CCNCC1)C